tert-butyl-1-(1,8-naphthyridin-2-yl)ethan-1-ol C(C)(C)(C)C(C)(O)C1=NC2=NC=CC=C2C=C1